2-(1-((6-(5-(((1-(2-chloro-5-fluoropyridin-3-yl)ethoxy)carbonyl)amino)-1-methyl-1H-1,2,3-triazol-4-yl)-2-methylpyridin-3-yl)ethynyl)cyclopropyl)acetic acid ClC1=NC=C(C=C1C(C)OC(=O)NC1=C(N=NN1C)C1=CC=C(C(=N1)C)C#CC1(CC1)CC(=O)O)F